4-[6-(6-chloro-2-methyl-quinazolin-4-yl)-7,8-dihydro-5H-1,6-naphthyridin-3-yl]-3,5-dimethyl-isoxazole ClC=1C=C2C(=NC(=NC2=CC1)C)N1CC=2C=C(C=NC2CC1)C=1C(=NOC1C)C